1-(4-fluoro-1H-benzimidazol-2-yl)methylamine dihydrochloride Cl.Cl.FC1=CC=CC=2NC(=NC21)CN